P(O)(O)(=S)O[C@H]1[C@H]([C@@H](O[C@@H]1CO)N1C=NC=2C(N)=NC=NC12)OC O-methyl adenosine-3'-phosphorothioate